2-(2-formyl-4-methyl-1H-pyrrol-1-yl)-4,6-bis(trifluoromethyl)nicotinonitrile C(=O)C=1N(C=C(C1)C)C1=C(C#N)C(=CC(=N1)C(F)(F)F)C(F)(F)F